ClC=1C(=CC(=NC1)NC(=O)NC1CCC(CC1)NCCO)C1=C(C=C(C=C1)F)OC 1-(5-chloro-4-(4-fluoro-2-methoxyphenyl)pyridin-2-yl)-3-((1r,4r)-4-((2-hydroxyethyl)amino)cyclohexyl)urea